C1(CC1)C1=CC(=NN1C(=O)OC(C)(C)C)NC1=CC(=C(C=C1)C1=CN=C(S1)[C@@H]1CC[C@H](CC1)NC(=O)OC(C)C)S(=O)(=N)C1CC1 tert-butyl trans-5-cyclopropyl-3-[3-(cyclopropylsulfonimidoyl)-4-[2-[4-(isopropoxycarbonylamino)cyclohexyl]thiazol-5-yl]anilino]pyrazole-1-carboxylate